6-(8-oxa-3-azabicyclo[3.2.1]oct-3-yl)-4-(piperidin-1-yl)pyridazine-3-carbonitrile C12CN(CC(CC1)O2)C2=CC(=C(N=N2)C#N)N2CCCCC2